tert-Butyl (2S,4R)-2-((3-(2,2-difluorobenzo[d][1,3]dioxol-5-yl)-2-fluorophenyl)carbamoyl)-4-fluoropyrrolidine-1-carboxylate FC1(OC2=C(O1)C=CC(=C2)C=2C(=C(C=CC2)NC(=O)[C@H]2N(C[C@@H](C2)F)C(=O)OC(C)(C)C)F)F